IC=1C=CC(=NC1)N1C[C@@H]2[C@H](C1)CN(C2)C(=O)OC(C)(C)C tert-butyl (3aR,6aS)-5-(5-iodopyridin-2-yl)hexahydropyrrolo[3,4-c]pyrrole-2(1H)-carboxylate